C(C)(CC)NC1=NC(=NC=C1C)Cl N-(sec-butyl)-2-chloro-5-methylpyrimidin-4-amine